FC([C@@H](C1=CC=C(C=C1)C(F)(F)F)NS(=O)(=O)C=1C=NC=NC1)(F)F (R)-N-(2,2,2-trifluoro-1-(4-(trifluoromethyl)phenyl)ethyl)pyrimidine-5-sulfonamide